alpha-D-Ribose 1-phosphate P(=O)(O)(O)O[C@@H]1[C@H](O)[C@H](O)[C@H](O1)CO